3-(3-bromo-10,11-dihydro-5H-dibenzo[b,f]azepin-5-yl)propan-1-amine BrC=1C=CC2=C(N(C3=C(CC2)C=CC=C3)CCCN)C1